(2S,4S)-4-[(tert-Butyldimethylsilyl)oxy]pyrrolidine-1,2-dicarboxylic acid 1-tert-butyl 2-methyl ester COC(=O)[C@H]1N(C[C@H](C1)O[Si](C)(C)C(C)(C)C)C(=O)OC(C)(C)C